6-(3-amino-6-(3-((dimethylamino)methyl)-4-((2R,6S)-2,6-dimethylmorpholino)phenyl)-5-fluoropyrazin-2-yl)-3,4-dihydroisoquinolin-1(2H)-one NC=1C(=NC(=C(N1)F)C1=CC(=C(C=C1)N1C[C@H](O[C@H](C1)C)C)CN(C)C)C=1C=C2CCNC(C2=CC1)=O